C(C)(C)(C)OC(=O)N1CC(C1)C1=C(C=CC(=C1)F)O.BrC1=CC=C(C=C1)[Si](C1=CC=CC=C1)(C1=CC=C(C=C1)Br)C1=CC=C(C=C1)Br tris(4-bromophenyl)(phenyl)silane Tert-Butyl-3-(5-fluoro-2-hydroxyphenyl)azetidine-1-carboxylate